ClC=1C2=C(C(N(C1)C1=CC(=CC=C1)[C@H](C1=NN=CN1C)C1CCC1)=O)NC(=C2)CNC(C)C 4-chloro-6-{3-[(R)-cyclobutyl(4-methyl-4H-1,2,4-triazol-3-yl)methyl]phenyl}-2-{[(propan-2-yl)amino]methyl}-1,6-dihydro-7H-pyrrolo[2,3-c]pyridin-7-one